N1N=NNC1=O 1,4-dihydro-5H-tetrazol-5-one